(Z)-3-((3-butyl-7-(ethylsulfanyl)-5-(4-fluorophenyl)-1,1-dioxido-2,3,4,5-tetrahydro-1,2,5-benzothiadiazepin-8-yl)oxy)-2-fluoroacrylic acid C(CCC)C1NS(C2=C(N(C1)C1=CC=C(C=C1)F)C=C(C(=C2)O\C=C(\C(=O)O)/F)SCC)(=O)=O